C(C1=CC=CC=C1)OC1=NC(=CC=C1C1=NC=C(C=C1F)N1CCC2(OCCO2)CC1)OCC1=CC=CC=C1 8-(2',6'-bis(benzyloxy)-3-fluoro-[2,3'-bipyridin]-5-yl)-1,4-dioxa-8-azaspiro[4.5]decane